Tert-butyl 7-((2-ethyl-1-(6-(1-(fluoromethyl)cyclopropyl)pyridin-2-yl)-3-oxo-2,3-dihydro-1H-pyrazolo[3,4-d]pyrimidin-6-yl)amino)-3,4-dihydroisoquinoline-2(1H)-carboxylate C(C)N1N(C2=NC(=NC=C2C1=O)NC1=CC=C2CCN(CC2=C1)C(=O)OC(C)(C)C)C1=NC(=CC=C1)C1(CC1)CF